OC[C@@H](C)NC(=O)C1=NN2C(C(N(CC2)C2=C(C=C(C=C2)C2=NC3=CC=C(C=C3C=N2)C(F)(F)F)C)=O)=C1C (R)-N-(1-hydroxy-prop-2-yl)-3-methyl-5-(2-methyl-4-(6-(trifluoromethyl)-quinazolin-2-yl)phenyl)-4-oxo-4,5,6,7-tetrahydropyrazolo[1,5-a]pyrazine-2-carboxamide